NC1CCN(CC1)CC(=O)C1=CC=C(C=C1)Cl 2-(4-aminopiperidin-1-yl)-1-(4-chlorophenyl)ethan-1-one